O1C(=CC=C1)C1=C(C=C(C=C1)C1=C(C=CC=C1)CNC)S(=O)(=O)N 2-(furan-2-yl)-5-((methylaminomethyl)phenyl)benzenesulfonamide